FC(OC1=CC(=C(C=C1NC1=NC=CC(=N1)N1CC2(C3=NC(=CC=C31)C)CCCCC2)NC(C=C)=O)N(C)CCN(C)C)F N-(4-(difluoromethoxy)-2-((2-(dimethylamino)ethyl)(methyl)amino)-5-((4-(5'-methylspiro[cyclohexane-1,3'-pyrrolo[3,2-b]pyridin]-1'(2'H)-yl)pyrimidin-2-yl)amino)phenyl)acrylamide